[Si](C)(C)(C(C)(C)C)OC[C@@H]1[C@H](C([C@@H](O1)N1C(NC(C=C1)=O)=O)(F)F)O 1-((2R,4R,5R)-5-(((tert-butyldimethylsilyl)oxy)methyl)-3,3-difluoro-4-hydroxytetrahydrofuran-2-yl)pyrimidine-2,4(1H,3H)-dione